O1C(CCCC1=O)=O oxane-2,6-dione